CO[C@@H]1CN(CC1)C1=NC(=NC=C1)N1CCC(CC1)C(=O)N1OCC[C@H]1C1=NC=C(N=C1)C [1-[4-[(3S)-3-methoxypyrrolidin-1-yl]pyrimidin-2-yl]piperidin-4-yl]-[(3S)-3-(5-methylpyrazin-2-yl)-1,2-oxazolidin-2-yl]methanone